2-(6-chloro-3-oxo-3,4-dihydroisoquinolin-2(1H)-yl)propanamide ClC=1C=C2CC(N(CC2=CC1)C(C(=O)N)C)=O